(E)-N-(2-(3-(hydroxyamino)-3-oxoprop-1-en-1-yl)phenyl)-4-methylpentanamide ONC(/C=C/C1=C(C=CC=C1)NC(CCC(C)C)=O)=O